C(C=C)(=O)N1C(CN(CC1)C1=NC(=NC=2CC(CCC12)N1CCCC2=CC=CC=C12)OCCN1CCCC1)CC#N 2-(1-acryloyl-4-(7-(3,4-dihydroquinolin-1(2H)-yl)-2-(2-(pyrrolidin-1-yl)ethoxy)-5,6,7,8-tetrahydroquinazolin-4-yl)piperazin-2-yl)acetonitrile